NC(CC[C@@H](C1=CC=CC=C1)N(C(=O)N1CC2=CC=CC(=C2CC1)C1=CC=C(C=C1)C(F)(F)F)C)=O (S)-N-(4-Amino-4-oxo-1-phenylbutyl)-N-methyl-5-(4-(trifluoromethyl)phenyl)-3,4-dihydroisoquinoline-2(1H)-carboxamide